(R)-1-(((6-(2-chloro-3-(3-chloro-2-(4-((((R)-2-hydroxypropyl)amino)methyl)-3-methoxyphenyl)pyridin-4-yl)phenyl)-2-methoxypyridin-3-yl)methyl)amino)propan-2-ol ClC1=C(C=CC=C1C1=C(C(=NC=C1)C1=CC(=C(C=C1)CNC[C@@H](C)O)OC)Cl)C1=CC=C(C(=N1)OC)CNC[C@@H](C)O